3-({[5-methoxy-1-methyl-3-(trifluoromethyl)-1H-pyrazol-4-yl]methyl}sulfanyl)-5,5-dimethyl-4,5-dihydro-1,2-oxazole COC1=C(C(=NN1C)C(F)(F)F)CSC1=NOC(C1)(C)C